NC1=C(C=C(C=C1)C=1C(N(C=CC1)CC)=O)F 3-(4-amino-3-fluorophenyl)-1-ethylpyridin-2(1H)-one